C1(=C(C=CC=C1)C1=C(C(=NN=N1)C1=C(C=CC=2SC3=C(C21)C=CC=C3)C3=CC=CC=C3)C3=C(C(=CC=2C1=CC=CC=C1CC32)C)C)C3=CC=CC=C3 (biphenylyl)(dimethylfluorenyl)(phenyldibenzothiophenyl)triazine